C(#N)CC(C1=CC=C(C=C1)C=1C2=C(N=C(N1)S(=O)(=O)C)C(CC2)(F)F)NC(OC(C)(C)C)=O tert-butyl N-[2-cyano-1-[4-(7,7-difluoro-2-methylsulfonyl-5,6-dihydrocyclopenta[d]pyrimidin-4-yl)phenyl]ethyl]carbamate